NC1=NN2C(C=C(C=C2)C2=CN=CC(=N2)C=2C=NN(C2)C(CCO)C2=CC=C(C=C2)F)=N1 3-(4-(6-(2-amino-[1,2,4]triazolo[1,5-a]pyridin-7-yl)pyrazin-2-yl)-1H-pyrazol-1-yl)-3-(4-fluorophenyl)-propan-1-ol